6-(2-Fluoropyridin-4-yl)-1-(4-(1-methyl-4-(trifluoromethyl)-1H-imidazol-2-yl)benzyl)-1,3-dihydro-2H-imidazo[4,5-c]pyridin-2-one FC1=NC=CC(=C1)C1=CC2=C(C=N1)NC(N2CC2=CC=C(C=C2)C=2N(C=C(N2)C(F)(F)F)C)=O